FC1(CC(C1)C1=NC=C2N1CCC(C2)CCC(=O)OCC)F ethyl 3-(3-(3,3-difluorocyclobutyl)-5,6,7,8-tetrahydroimidazo[1,5-a]pyridin-7-yl)propanoate